ClC1=C(OC=2C=C3C4(CNC3=CC2)CC4)C(=CC(=C1)[N+](=O)[O-])Cl 5'-(2,6-dichloro-4-nitro-phenoxy)spiro[cyclopropane-1,3'-indoline]